FC([C@](C)(O)C1=NC=C2N1[C@H](CN1C2=CC(=N1)C12COC(CC1)(CC2)C(C)(C)O)C)(F)F (R)-1,1,1-trifluoro-2-((S)-9-(1-(2-hydroxypropan-2-yl)-2-oxabicyclo[2.2.2]Octan-4-yl)-5-methyl-5,6-dihydroimidazo[1,5-a]pyrazolo[5,1-c]pyrazin-3-yl)propan-2-ol